Benzyl (4S)-4-hydroxy-2-(4-(methoxycarbonyl)phenyl)piperidine-1-carboxylate O[C@@H]1CC(N(CC1)C(=O)OCC1=CC=CC=C1)C1=CC=C(C=C1)C(=O)OC